FC(C=1C=C(C=CC1)[C@H](C)O)(F)F (S)-1-(3-trifluoromethyl-phenyl)ethanol